(R)-(5-(1-(difluoromethyl)-1H-pyrazol-3-yl)-1,3,4-oxadiazol-2-yl)(4-(4-methoxypyrazolo[1,5-a]pyridin-2-yl)-6,7-dihydro-1H-imidazo[4,5-c]pyridin-5(4H)-yl)methanone FC(N1N=C(C=C1)C1=NN=C(O1)C(=O)N1[C@H](C2=C(CC1)NC=N2)C2=NN1C(C(=CC=C1)OC)=C2)F